C(C)(C)(C)OC(N[C@H](C(=O)N)C[C@@H]1OC2=C(NC1=O)C=CC=C2F)=O.S2C=C(C=C2)C=2C=C1CNCC1=CC2 5-(Thiophen-3-yl)isoindoline tert-butyl-N-[(1S)-2-amino-1-[[(2S)-8-fluoro-3-oxo-4H-1,4-benzoxazin-2-yl]methyl]-2-oxo-ethyl]carbamate